CC(C#CC=1C=C(OC2=C(N=NN2)C(=O)O)C=CC1)(C)C 5-(3-(3,3-dimethylbut-1-ynyl)phenoxy)-1H-1,2,3-triazole-4-carboxylic acid